1-chloro-3-(2-chloro-4-((3-chloro-4-(2-hydroxy-3-(ethylsulfonyl)propoxy)phenyl)sulfonyl)phenoxy)propan-2-ol ClCC(COC1=C(C=C(C=C1)S(=O)(=O)C1=CC(=C(C=C1)OCC(CS(=O)(=O)CC)O)Cl)Cl)O